trans-2-((4-(4-(4-chlorophenyl)-5-(methylsulfonyl)-4H-1,2,4-triazol-3-yl)cyclohexyl)oxy)pyridine ClC1=CC=C(C=C1)N1C(=NN=C1S(=O)(=O)C)[C@@H]1CC[C@H](CC1)OC1=NC=CC=C1